3,5-di-tert-butyl-4-hydroxybenzenepropionic acid isotridecyl ester C(CCCCCCCCCC(C)C)OC(CCC1=CC(=C(C(=C1)C(C)(C)C)O)C(C)(C)C)=O